indium-copper oxide [Cu]=O.[In]